ClC1=NC=C(C(=C1)N1C[C@H](CCC1)NC(OC(C)(C)C)=O)C1=CC(=C(C=C1)F)Cl tert-butyl N-[(3S)-1-[2-chloro-5-(3-chloro-4-fluoro-phenyl)-4-pyridyl]-3-piperidyl]carbamate